chromium-manganese oxide [O-2].[Mn+2].[Cr+3]